FC1=C(COC2=CC=3C[C@@H]4[C@H](C3C=C2)[C@H]4C(=O)OCC)C=C(C=C1)B1OC(C(O1)(C)C)(C)C (1S,1aS,6aR)-4-{[2-fluoro-5-(4,4,5,5-tetramethyl-1,3,2-dioxaborolan-2-yl)benzyl]oxy}-1,1a,6,6a-tetrahydrocyclopropa[a]indene-1-carboxylic acid, ethyl ester